CC1N2C=3C=CC(=CC3C(=NC(C2=NC1)C)C1=C(C=CC=C1)F)Cl Methyl-12-chloro-9-(2-fluorophenyl)-7-methyl-2,5,8-triazatricyclo[8.4.0.02,6]tetradeca-1(10),5,8,11,13-pentaene